FC=1C(C(C=CC1C1=NC=CC(=N1)C)C1=C(NC(=C1C1=CC=C(C=C1)[N+](=O)[O-])C=C)C(=O)OC)=O methyl 3-(3-fluoro-4-(4-methylpyrimidin-2-yl) oxo-phenyl)-4-(4-nitrophenyl)-5-vinyl-1H-pyrrole-2-carboxylate